(S)-tert-butyl-9-oxohexahydro-1H-pyrazino[1,2-a]pyrazine-2(6H)-carboxylic acid tert-butyl ester C(C)(C)(C)OC(=O)N1[C@H](C2N(CC1)CCNC2=O)C(C)(C)C